5-(5-Fluoro-2-(imidazo[1,2-a]pyridin-7-yl)pyridin-3-yl)-2-neopentyloxazol FC=1C=C(C(=NC1)C1=CC=2N(C=C1)C=CN2)C2=CN=C(O2)CC(C)(C)C